2-(((3R,4S)-4-ALLYLPYRROLIDIN-3-YL)THIO)PYRIMIDINE 2,2,2-TRIFLUOROACETATE FC(C(=O)O)(F)F.C(C=C)[C@@H]1[C@H](CNC1)SC1=NC=CC=N1